NC1=C(OCC2=CC=C(C=C2)CN2CCN(CC2)C(CN2CCOCC2)=O)C=CC=C1O 1-[4-({4-[(2-Amino-3-hydroxyphenoxy)methyl]phenyl}methyl)piperazin-1-yl]-2-(morpholin-4-yl)ethan-1-one